Tert-Butyl ((3S,4S)-8-(3-chloropyrazin-2-yl)-3-methyl-2-oxa-8-azaspiro[4.5]decan-4-yl)-carbamate ClC=1C(=NC=CN1)N1CCC2([C@@H]([C@@H](OC2)C)NC(OC(C)(C)C)=O)CC1